N-(6-chloropyridin-3-yl)-6-propoxyisoquinolin-1-amine ClC1=CC=C(C=N1)NC1=NC=CC2=CC(=CC=C12)OCCC